ClC1=CC=C(C=C1)C(C(=O)N1CCN(CC1)C1=C(C=CC=C1)/C=C/C(=O)NO)C (E)-3-(2-(4-(2-(4-chlorophenyl)propanoyl)piperazin-1-yl)phenyl)-N-hydroxyacrylamide